isopropyl propargyl carbonate C(OC(C)C)(OCC#C)=O